[N+](=O)([O-])C(=CCC=CCC=CCCCC(=O)O)CC=CCCCCC 12-nitro-5,8,11,14-eicosatetraenoic acid